9-(2-(3'-chloro-[1,1'-biphenyl]-4-yl)naphthalen-1-yl)-9H-carbazole ClC=1C=C(C=CC1)C1=CC=C(C=C1)C1=C(C2=CC=CC=C2C=C1)N1C2=CC=CC=C2C=2C=CC=CC12